1'-benzyl-2H-spiro[benzofuran-3,4'-piperidine]-4,5-dicarboxylic Acid C(C1=CC=CC=C1)N1CCC2(CC1)COC1=C2C(=C(C=C1)C(=O)O)C(=O)O